C(C)(C)[C@@]1([C@@H](C1)C(=O)O)C1=CC=CC=C1 (1R,2S)-2-isopropyl-2-phenylcyclopropane-1-carboxylic acid